C(#N)C1=CC=C(C=C1)C1=CC=C(C=C1)C1=CC=C(C=C1)CCCCCCCCC 4-cyano-4''-nonyl-p-terphenyl